7,7-dimethyl-5,8-eicosadienoic acid CC(C=CCCCC(=O)O)(C=CCCCCCCCCCCC)C